FC(CN1N=C(C2=NC(=CC(=C21)N2CCC(CC2)NC)C2=C(C=NN2C)F)C2=CC=NN2)F 1-(1-(2,2-Difluoroethyl)-5-(4-fluoro-1-methyl-1H-pyrazol-5-yl)-3-(1H-pyrazole-5-yl)-1H-pyrazolo[4,3-b]pyridin-7-yl)-N-methylpiperidin-4-amine